7-[2-(methylthio)phenyl]-1-[2-(piperidin-1-yl)ethyl]-3,4-dihydroquinolin-2(1H)-one CSC1=C(C=CC=C1)C1=CC=C2CCC(N(C2=C1)CCN1CCCCC1)=O